ClC1=CC=C(S1)C1N(C(=CC=N1)C1=CC=C(C=C1)OC(F)(F)F)[C@H](CO)C 2-(5-Chlorothiophen-2-yl)-N-[(2S)-1-hydroxypropan-2-yl]-6-[4-(trifluoromethoxy)phenyl]pyrimidin